2-[[4-[6-[(4-Cyano-2-fluoro-phenyl)methoxy]-2-pyridyl]-2-fluoro-5-methyl-phenyl]methyl]-7-methoxy-3-[[oxetan-2-yl]methyl]benzimidazole-5-carboxylic acid C(#N)C1=CC(=C(C=C1)COC1=CC=CC(=N1)C1=CC(=C(C=C1C)CC=1N(C2=C(N1)C(=CC(=C2)C(=O)O)OC)CC2OCC2)F)F